6-chloro-4-hydroxy-N-[(3S)-3-hydroxy-4-{5-[(1s,3R)-3-(trifluoromethoxy)cyclobutyl]-1,3,4-oxadiazol-2-yl}bicyclo[2.2.2]octan-1-yl]-3,4-dihydro-2H-1-benzopyran-2-carboxamide ClC=1C=CC2=C(C(CC(O2)C(=O)NC23C[C@@H](C(CC2)(CC3)C=3OC(=NN3)C3CC(C3)OC(F)(F)F)O)O)C1